N,N'-((ethane-1,2-diylbis(oxy))bis(eth-ane-2,1-diyl))diacrylamide C(COCCNC(C=C)=O)OCCNC(C=C)=O